C(C)(C)(C)OC(=O)N[C@H](CCCC1=CC=C(C=C1)CCCCC(=O)OC)CCC(N)=O methyl 5-[4-[(4R)-4-[(tert-butoxycarbonyl) amino]-6-carbamoylhexyl] phenyl]pentanoate